3-amino-N-(3-(4-fluoro-3-methylphenyl)pyrrolidin-3-yl)-4-(trifluoromethoxy)benzenesulfonamide NC=1C=C(C=CC1OC(F)(F)F)S(=O)(=O)NC1(CNCC1)C1=CC(=C(C=C1)F)C